C(N)(=O)C1CCN(CC1)C1=C(C=CC(=C1)CN1CCNCC1)NC(=O)C=1N=C(OC1)N1CCOCC1 N-(2-(4-carbamoyl-1-piperidinyl)-4-(piperazin-1-ylmethyl)phenyl)-2-morpholino-oxazole-4-carboxamide